C(C)(C)(C)OC(=O)N1C[C@@H](C[C@@H](C1)OC)N=[N+]=[N-] (3R,5S)-3-azido-5-methoxypiperidine-1-carboxylic acid tert-butyl ester